CC1([C@@H]([C@H]1C1=NOC(=N1)C1(CC1)C(F)(F)F)C1=CC=C(C=C1)S(=O)(=O)N)C 4-[(1R,3R)-2,2-dimethyl-3-{5-[1-(trifluoromethyl)cyclopropyl]-1,2,4-oxadiazol-3-yl}cyclopropyl]benzenesulfonamide